N-butyryl-D-glucosamine hydrochloride Cl.C(CCC)(=O)N[C@H]1C(O)O[C@@H]([C@H]([C@@H]1O)O)CO